(2R)-2-[(5-chloro-8-hydroxy-3,3-dimethyl-1-oxo-4H-isochromene-7-carbonyl)amino]-3-phenylpropionic acid ClC1=C2CC(OC(C2=C(C(=C1)C(=O)N[C@@H](C(=O)O)CC1=CC=CC=C1)O)=O)(C)C